CC=1C=C(C(=O)NC2=CC=C(C=C2)[C@H]2CNCCC2)C=CC1 (S)-3-Methyl-N-(4-(piperidin-3-yl)-phenyl)-benzamid